CNCC1OC(OC1)(CCCCCCCC\C=C/C\C=C/CCCCC)CCCCCCCC\C=C/C\C=C/CCCCC N-methyl(2,2-di((9Z,12Z)-octadeca-9,12-dienyl)-1,3-dioxolan-4-yl)methanamine